CC1(COC1)S(=O)(=O)C1=CC=C(C=N1)OCCO 2-({6-[(3-methyloxetan-3-yl)sulfonyl]pyridin-3-yl}oxy)ethan-1-ol